[Na+].[Na+].P(=O)(OC)([O-])[O-] O-Methyl Phosphate Disodium Salt